CC=1SC(=C(N1)C)C=1C=CC(N(N1)CC1CCN(CC1)C=1C2=C(N=CN1)N=CC=C2)=O 6-(2,4-dimethylthiazol-5-yl)-2-((1-(pyrido[2,3-d]pyrimidin-4-yl)piperidin-4-yl)methyl)pyridazin-3(2H)-one